2-geranyl-5-(4-pentynyl)-dihydroxybenzoic acid C(\C=C(/C)\CCC=C(C)C)C1=C(C(=O)O)C=C(C(=C1O)O)CCCC#C